C(C)(C)(C)OC(=O)N1C(CCCC1)C(C1=CC=C(C=C1)Br)=O (4-bromobenzoyl)piperidine-1-carboxylic acid tert-butyl ester